C(C)C(C(=O)[O-])CCCC.C(C)C(C(=O)[O-])CCCC.[Sn+2] tin(II) bis(2-ethylhexanoate)